C(C1=CC=CC=C1)OC([C@@H]1[C@@H]([C@@H]([C@H]([C@H](O)O1)O)O)O)O 6-benzyloxy-beta-D-galactose